N-(4-fluorobenzoyl)-O-(trans-3-(2-(5,6,7,8-tetrahydro-1,8-naphthyridin-2-yl)ethyl)cyclobutyl)homoserine FC1=CC=C(C(=O)N[C@@H](CCO[C@@H]2C[C@H](C2)CCC2=NC=3NCCCC3C=C2)C(=O)O)C=C1